Iridium(III) bis(phenylmethylpyridine) C1(=CC=CC=C1)CC1=NC=CC=C1.C1(=CC=CC=C1)CC1=NC=CC=C1.[Ir+3]